CC=1C(=NN(C1)COCC[Si](C)(C)C)C1=NC(=NC=C1C(F)(F)F)N[C@H]1C[C@H](CCC1)C1=NN=C2N1C=CC=C2 4-[4-methyl-1-(2-trimethylsilylethoxymethyl)pyrazol-3-yl]-N-[(1R,3S)-3-([1,2,4]triazolo[4,3-a]pyridin-3-yl)cyclohexyl]-5-(trifluoromethyl)pyrimidin-2-amine